2-[4-[4-(5-Methyl-1,2,4-oxadiazol-3-yl)benzoyl]piperazin-1-yl]-3H-quinazolin-4-one CC1=NC(=NO1)C1=CC=C(C(=O)N2CCN(CC2)C2=NC3=CC=CC=C3C(N2)=O)C=C1